6-[5-[[1-[2-(aminomethyl)-3,3-difluoro-allyl]-5-oxo-1,2,4-triazol-4-yl]methyl]-2-thienyl]-4H-1,4-benzoxazin-3-one NCC(CN1N=CN(C1=O)CC1=CC=C(S1)C=1C=CC2=C(NC(CO2)=O)C1)=C(F)F